(1R,5S)-1-(4-bromophenyl)-3-(2-fluoroethyl)-3-azabicyclo[3.1.0]hexane BrC1=CC=C(C=C1)[C@@]12CN(C[C@H]2C1)CCF